C(#N)C(C(=O)NC(=O)OCC)=NNC1=CC(=C(C(=C1)Cl)OC1=C2N=CN(C2=NC=N1)C)Cl (2-cyano-2-(2-(3,5-dichloro-4-((9-methyl-9H-purin-6-yl)oxy)phenyl)hydrazono)acetyl)urethane